5-(benzylthio)-1-cyclopropyl-3-(difluoromethyl)-1H-pyrazole C(C1=CC=CC=C1)SC1=CC(=NN1C1CC1)C(F)F